C(C)(C)(C)C1=CC(=C(C=C1)Br)C1=CC=CC=C1 4-tert-butyl-2-phenylbromobenzene